1-bromo-N-hydroxymethyliminocarbonyl bromide BrC(N(C(=O)Br)Br)O